gadolinium tris(tetramethylcyclopentadiene) CC1=C(C(=C(C1)C)C)C.CC1=C(C(=C(C1)C)C)C.CC1=C(C(=C(C1)C)C)C.[Gd]